N=1NC(=CC1)NC(=O)C1=NC=C(C=C1NS(=O)(=O)C1=CC(=C(C=C1)Cl)C(F)(F)F)Cl 5-chloro-3-(4-chloro-3-trifluoromethyl-benzenesulfonylamino)-pyridine-2-carboxylic acid (2H-pyrazol-3-yl)-amide